(1S,2S,5R)-1-Hydroxy-N-(2-(2-hydroxyethyl)phenethyl)-2-isopropyl-5-methylcyclohexane-1-carboxamide O[C@@]1([C@@H](CC[C@H](C1)C)C(C)C)C(=O)NCCC1=C(C=CC=C1)CCO